CN(C)CC1=CC(N(C=C1)C(C(=O)O)CC(C)C)=O 2-(4-((dimethylamino)methyl)-2-oxopyridin-1(2H)-yl)-4-methylpentanoic acid